acryloxydodecylmethyldiethoxysilane C(C=C)(=O)OCCCCCCCCCCCC[Si](OCC)(OCC)C